ClC1=C(C=C(C=C1)C(F)(F)F)C=1C(=CC(N(C1)CC=1OC(=NN1)C)=O)C(=O)O 5-(2-chloro-5-(trifluoromethyl)phenyl)-1-((5-methyl-1,3,4-oxadiazol-2-yl)methyl)-2-oxo-1,2-dihydropyridine-4-carboxylic acid